17-amino-6,15-bis(trifluoromethyl)-19-oxa-3,4,18-triazatricyclo[12.3.1.12,5]nonadeca-1(18),2,4,14,16-pentaene-6,13-diol NC1=CC(=C2C(CCCCCCC(C3=NN=C(C1=N2)O3)(O)C(F)(F)F)O)C(F)(F)F